C1(CC1)CCNC=1N=CC2=C(N(C(C=3C=C(C=CC23)CN2CCOCC2)=O)[C@@H]2CC[C@H](CC2)O)N1 trans-3-((2-Cyclopropylethyl)amino)-5-(4-hydroxycyclohexyl)-8-(morpholinomethyl)pyrimido[4,5-c]isoquinolin-6(5H)-one